5-(ethylsulfanyl)-1-methyl-2-[4-(trifluoromethyl)phenyl]-1H-imidazole-4-carboxylic acid C(C)SC1=C(N=C(N1C)C1=CC=C(C=C1)C(F)(F)F)C(=O)O